2,7-Di-tertbutylfluorene C(C)(C)(C)C1=CC=2CC3=CC(=CC=C3C2C=C1)C(C)(C)C